C1(=CC=CC=C1)C(CCCCCC#N)[Se]C1=CC=CC=C1 7-phenyl-7-(phenylseleno)heptanenitrile